tert-butyl 3-(2-(3-((5S,8S)-5-(2-(tert-butoxy)-2-oxoethyl)-3,6,9-trioxo-8-phenethyl-1-phenyl-2-oxa-4,7,10-triazaundecan-11-yl)-4-methylphenoxy)ethyl)-5-methylpiperidine-1-carboxylate C(C)(C)(C)OC(C[C@H](NC(OCC1=CC=CC=C1)=O)C(N[C@H](C(NCC=1C=C(OCCC2CN(CC(C2)C)C(=O)OC(C)(C)C)C=CC1C)=O)CCC1=CC=CC=C1)=O)=O